BrC=1C=CC(=NC1)S(=O)(C)=N (5-bromo-2-pyridyl)-imino-methyl-oxo-λ6-sulfane